(R)-4-((4-((1-(3-(difluoromethyl)-2-fluorophenyl)ethyl)amino)-7-methoxycinnolin-6-yl)oxy)tetrahydro-2H-thiopyran 1,1-dioxide FC(C=1C(=C(C=CC1)[C@@H](C)NC1=CN=NC2=CC(=C(C=C12)OC1CCS(CC1)(=O)=O)OC)F)F